N'-(4-methoxyphenyl)-1,1-cyclopropanedicarboxamide COC1=CC=C(C=C1)NC(=O)C1(CC1)C(=O)N